Triaconta-12,15-dienoic acid C(CCCCCCCCCCC=CCC=CCCCCCCCCCCCCCC)(=O)O